C(C)(C)(C)OC(=O)N1C[C@@H]2CC(C[C@H](C1)O2)C2=CN=C(S2)N |r| rac-(1s,5r)-7-(2-aminothiazol-5-yl)-9-oxa-3-azabicyclo[3.3.1]nonane-3-carboxylic acid tert-butyl ester